FC(C(=O)O)(F)F.NCCCNC(C1=C(C=C(C=C1)NC=1C=2N(C=CN1)C(=CN2)C2=C(C(=C(C=C2)OC(F)F)F)F)Cl)=O N-(3-aminopropyl)-2-chloro-4-((3-(4-(difluoromethoxy)-2,3-difluorophenyl)imidazo[1,2-a]pyrazin-8-yl)amino)benzamide 2,2,2-trifluoroacetate